(S)-2-((1-(2-(bis(4-methoxyphenyl)methylene)hydrazineyl)-1-oxopropan-2-yl)carbamoyl)-4-methoxypyridin-3-yl isobutyl carbonate C(OC=1C(=NC=CC1OC)C(N[C@H](C(=O)NN=C(C1=CC=C(C=C1)OC)C1=CC=C(C=C1)OC)C)=O)(OCC(C)C)=O